FC=1C=C(C=CC1C1=NOC(=N1)C(F)(F)F)COC=1C(=NC=CC1)OC 3-({3-fluoro-4-[5-(trifluoromethyl)-1,2,4-oxadiazol-3-yl]phenyl}methoxy)-2-methoxypyridine